CN1C=NC2=C1C=C(C=C2)C2=C1N(N=C2C2=C(C=C(C(=C2)F)F)F)CCC1 1-Methyl-6-(2-(2,4,5-trifluorophenyl)-5,6-dihydro-4H-pyrrolo[1,2-b]pyrazol-3-yl)-1H-benzo[d]imidazole